C(CC=C)OC1=C(C=NC=C1)NC(=O)C1=NC(=NC=C1)Cl N-(4-(but-3-en-1-yloxy)pyridin-3-yl)-2-chloropyrimidine-4-carboxamide